ClC1=NC2=CC(=C(C=C2C(=C1)C(C)C)C=1N=C(N(C1)C)C(=O)OC)F methyl 4-(2-chloro-7-fluoro-4-isopropylquinolin-6-yl)-1-methyl-1H-imidazole-2-carboxylate